methyl 4-(benzyloxy)-8-bromo-5-chloro-1-(3-(ethoxycarbonyl)thioureido)isoquinoline-3-carboxylate C(C1=CC=CC=C1)OC1=C(N=C(C2=C(C=CC(=C12)Cl)Br)NC(=S)NC(=O)OCC)C(=O)OC